rac-benzyl 3-fluoro-3-(hydrazinocarbonyl)piperidine-1-carboxylate F[C@]1(CN(CCC1)C(=O)OCC1=CC=CC=C1)C(=O)NN |r|